(3R,4S)-3-amino-1-(N-((cis)-2-aminocyclopropyl)sulfamoyl)-4-(3-boronopropyl)pyrrolidine-3-carboxylic acid, 2,2,2-trifluoroacetic acid salt FC(C(=O)O)(F)F.N[C@]1(CN(C[C@@H]1CCCB(O)O)S(N[C@H]1[C@H](C1)N)(=O)=O)C(=O)O